N-(3-(5-(((2S,4R)-1-acryloyloxy-4-fluoropyrrolidin-2-yl)methoxy)-6-aminopyrimidin-4-yl)-5-fluoro-2-methylphenyl)-4-cyclopropyl-2-fluorobenzamide C(C=C)(=O)ON1[C@@H](C[C@H](C1)F)COC=1C(=NC=NC1N)C=1C(=C(C=C(C1)F)NC(C1=C(C=C(C=C1)C1CC1)F)=O)C